COC(=O)C1=C(C(=NN1C=1SC(=C(N1)C1=CC=C(C=C1)C(F)(F)F)Br)C)Br 4-Bromo-1-(5-bromo-4-(4-(trifluoromethyl)phenyl)thiazol-2-yl)-3-methyl-1H-pyrazole-5-carboxylic acid methyl ester